methyl 2-chloro-6-(methylthio)pyrimidine-4-carboxylate ClC1=NC(=CC(=N1)C(=O)OC)SC